C(=C)(C)[C@@H](CC(=O)O)CCC(C)=O (3R)-3-isopropenyl-6-oxoheptanic acid